[4-Bromo-2-(methoxymethoxy)phenyl](phenyl)methanol BrC1=CC(=C(C=C1)C(O)C1=CC=CC=C1)OCOC